O1CCN(CC1)C1=C2C[C@@H](NCC2=CC=C1)CN(CCN)[C@H]1CCCC=2C=CC=NC12 N1-(((R)-5-morpholino-1,2,3,4-tetrahydroisoquinolin-3-yl)methyl)-N1-((S)-5,6,7,8-tetrahydroquinolin-8-yl)ethane-1,2-diamine